NC1=C2C(=NC=N1)N(N=C2C(=O)NC=2OC1=C(N2)C=CC=C1)[C@H]1CN(CCC1)CC#CC (R)-4-amino-N-(benzo[d]oxazol-2-yl)-1-(1-(but-2-ynyl)piperidin-3-yl)-1H-pyrazolo[3,4-d]pyrimidine-3-carboxamide